Methyl-1-(((S)-oxetan-2-yl) methyl)-1H-benzo[d]imidazole-6-carboxylate COC(=O)C=1C=CC2=C(N(C=N2)C[C@H]2OCC2)C1